3-{2-[2-(2-{[3-(2,4-dioxo-1,3-diazinan-1-yl)-4-methoxyphenyl]formamido}ethoxy)ethoxy]ethoxy}propanoic acid O=C1N(CCC(N1)=O)C=1C=C(C=CC1OC)C(=O)NCCOCCOCCOCCC(=O)O